C(#N)C=1C=CC(=C(C1)C1=CC(=NC=C1C(=O)NC=1SC2=C(N1)CN(C2)C(C2=CC(=C(C=C2)OC)C(F)F)=O)C)OC 4-(5-cyano-2-methoxyphenyl)-N-(5-(3-(difluoromethyl)-4-methoxybenzoyl)-5,6-dihydro-4H-pyrrolo[3,4-d]thiazol-2-yl)-6-methylnicotinamide